1-(3-amino-6-(2,5-dimethyl-1,2,3,4-tetrahydroisoquinolin-7-yl)pyrazin-2-yl)-N-(2-(pyrrolidin-1-yl)ethyl)-1H-pyrazole-4-carboxamide NC=1C(=NC(=CN1)C1=CC(=C2CCN(CC2=C1)C)C)N1N=CC(=C1)C(=O)NCCN1CCCC1